(3-(2,4-difluorophenyl)-2-oxopropyl)-1H-indole-3-carbaldehyde FC1=C(C=CC(=C1)F)CC(CN1C=C(C2=CC=CC=C12)C=O)=O